1-[4-(3-methylbutoxy)piperidin-1-yl]-2-(2-phenyl-1,3-thiazol-4-yl)ethan-1-one CC(CCOC1CCN(CC1)C(CC=1N=C(SC1)C1=CC=CC=C1)=O)C